ClC1=CC=C(CNC(=O)C=2C(N(C3=C(N=CC=C3C2)OCC2(CC2)S(=O)(=O)C(CO)(CO)C)C)=O)C=C1 N-(4-chlorobenzyl)-8-((1-((1,3-dihydroxy-2-methylpropan-2-yl)sulfonyl)cyclopropyl)methoxy)-1-methyl-2-oxo-1,2-dihydro-1,7-naphthyridine-3-carboxamide